2-{4-[(Oxetan-3-yl)methyl]Piperazin-1-yl}aniline O1CC(C1)CN1CCN(CC1)C1=C(N)C=CC=C1